C(=O)O.NCCCCCNC(C1=C(C=C(C=C1)NC=1C=2N(C=CN1)C(=CN2)C2=C(C(=C(C=C2)OC2=NC=CC=N2)F)F)CC)=O N-(5-aminopentyl)-4-((3-(2,3-difluoro-4-(pyrimidin-2-yloxy)phenyl)imidazo[1,2-a]pyrazin-8-yl)amino)-2-ethylbenzamide formate